N2,N4-bis(4,4-difluorocyclohexyl)-6-(4-(trifluoromethyl)thiazol-2-yl)-1,3,5-triazine-2,4-diamine FC1(CCC(CC1)NC1=NC(=NC(=N1)NC1CCC(CC1)(F)F)C=1SC=C(N1)C(F)(F)F)F